FC=1C=C(C=C(C1)F)[S+](C1=CC=CC=C1)C1=CC(=CC(=C1)F)F bis(3,5-difluorophenyl)phenylsulfonium